N-hydroxy-3-(methyl(1-methyl-6-(pyridin-3-yl)-5-(trifluoromethyl)-1H-benzo[d]imidazol-2-yl)amino)benzamide ONC(C1=CC(=CC=C1)N(C1=NC2=C(N1C)C=C(C(=C2)C(F)(F)F)C=2C=NC=CC2)C)=O